N1C(=CC=C1)C1=NC2=C(N1)C=CC(=C2)N 2-(1H-Pyrrole-2-yl)-1H-benzo[d]imidazol-5-amine